(3-chloro-4-fluorophenyl)(4-iodo-5-methyl-1-((2-(trimethylsilyl)ethoxy)methyl)-1H-imidazol-2-yl)methanol ClC=1C=C(C=CC1F)C(O)C=1N(C(=C(N1)I)C)COCC[Si](C)(C)C